4-(((R)-1-(3-(difluoromethyl)-2-fluorophenyl)prop-2-yn-1-yl)amino)-6-(3-hydroxy-8-azabicyclo[3.2.1]octan-3-yl)-8-methylpyrido[2,3-d]pyrimidin-7(8H)-one FC(C=1C(=C(C=CC1)[C@@H](C#C)NC=1C2=C(N=CN1)N(C(C(=C2)C2(CC1CCC(C2)N1)O)=O)C)F)F